NC1=C(C(NC2=C(C=CC=C12)C1=NC(=CC=C1)OCC=1C=NC=CC1)=O)C(=O)NCCC 4-Amino-2-oxo-N-propyl-8-(6-(pyridin-3-ylmethoxy)pyridin-2-yl)-1,2-dihydroquinoline-3-carboxamide